5-(2-benzofuranylmethylene)-2,2-dimethyl-1,3-dioxane-4,6-dione O1C(=CC2=C1C=CC=C2)C=C2C(OC(OC2=O)(C)C)=O